C[C@H]1[C@H](N1C(C1=CC=CC=C1)(C1=CC=CC=C1)C1=CC=CC=C1)C(=O)O (2s,3s)-3-methyl-1-tritylaziridine-2-carboxylic acid